[C@@H]12N(C[C@H](CC1)C2)C(=O)N2CCC(CC2)=C(C#N)C2=CC=C(C=C2)F 2-(1-((1R,4R)-2-azabicyclo[2.2.1]heptane-2-carbonyl)piperidin-4-ylidene)-2-(4-fluorophenyl)acetonitrile